C(C(=C)C)(=O)OC(C)(C(C)C)C 2,3-dimethyl-2-butyl methacrylate